6-((2s,6r)-2-(1-cyclopropyl-1H-pyrazol-4-yl)-6-methylmorpholino)-8-(2,4-difluorophenyl)-3-methyl-2-(trifluoromethyl)pyrimido[5,4-d]pyrimidin-4(3H)-one C1(CC1)N1N=CC(=C1)[C@@H]1O[C@@H](CN(C1)C=1N=C(C=2N=C(N(C(C2N1)=O)C)C(F)(F)F)C1=C(C=C(C=C1)F)F)C